methyl 3'-amino-[1,1'-biphenyl]-2-carboxylate NC=1C=C(C=CC1)C=1C(=CC=CC1)C(=O)OC